C(C)NC[C@H](C)OC=1N(N=CC1C=1C=C2C(=NN(C2=CC1)C1OCCCC1)C=C)C (2S)-N-ethyl-2-[2-methyl-4-(1-tetrahydropyran-2-yl-3-vinyl-indazol-5-yl)pyrazol-3-yl]oxy-propan-1-amine